C(C)(C)C1=CC(=NC=N1)NC1=NN2C(C=C(C=C2)C=2N(N=CC2O[C@@H]2CN(CC2)C)C)=C1 N-(6-isopropylpyrimidin-4-yl)-5-[2-methyl-4-[(3S)-1-methylpyrrolidin-3-yl]oxy-pyrazol-3-yl]pyrazolo[1,5-a]pyridin-2-amine